O1C(CCCC1)OCCN1N=NC(=C1)C1=CC=C(CNC(C(=C)C)=O)C=C1 N-(4-(1-(2-((tetrahydro-2H-pyran-2-yl)oxy)ethyl)-1H-1,2,3-triazol-4-yl)benzyl)methacrylamide